3-[(2,4-dimethylthiazol-5-yl)methyl]-6-[(1-methylcyclopropyl)sulfamoyl]indole-1-carboxylic acid ethyl ester C(C)OC(=O)N1C=C(C2=CC=C(C=C12)S(NC1(CC1)C)(=O)=O)CC1=C(N=C(S1)C)C